(S)-2-(2-(((S)-1,2-dicarboxyethyl)(((4-((4-guanidinobenzoyl)oxy)benzyl)oxy)carbonyl)amino)acetamido)succinic acid C(=O)(O)[C@H](CC(=O)O)N(CC(=O)N[C@H](C(=O)O)CC(=O)O)C(=O)OCC1=CC=C(C=C1)OC(C1=CC=C(C=C1)NC(=N)N)=O